C(=O)(C=C)N1C[C@H](N(CC1)C(=O)OC=1C=C2C(=NC=NC2=CC1OC)NC1=CC(=C(C=C1)OCC1=NC=CN=C1)Cl)C 4-((3-chloro-4-(pyrazin-2-ylmethoxy) phenyl) amino)-7-methoxyquinazolin-6-yl (R)-4-acryl-2-methylpiperazine-1-carboxylate